aza-phenanthroline N1=NC=CC2=CC=C3C=CC=NC3=C12